ClC1=C(C(C2=CC=C(C=C2)Cl)OC2CN(C2)C(=O)NCC=2C=CC3=C(CCO3)C2)C=CC=C1 3-(2,4'-dichlorobenzhydryloxy)-N-(2,3-dihydrobenzofuran-5-yl-methyl)azetidine-1-carboxamide